C(C)OC(CC(C)OC(\C=C/C(=O)OC(C)CC(=O)OCC)=O)=O maleic acid di-(4-ethoxy-4-oxo-butan-2-yl) ester